(3S,4S)-heptane-3,4-diol CC[C@@H]([C@H](CCC)O)O